FC(C1=CC=C(C=N1)S(=O)(=O)N1CCC(CC1)CCCCNC(=O)C1=CC=2C=NC=CC2N1)(F)F N-(4-{1-[6-(trifluoromethyl)pyridine-3-sulfonyl]piperidin-4-yl}butyl)-1H-pyrrolo[3,2-c]pyridine-2-carboxamide